[NH4+].N[C@@H](CCC(=O)NC1=CC(=C(C=C1)[N+](=O)[O-])C(=O)[O-])C(=O)O L-gamma-glutamyl-3-carboxyl-4-nitroaniline ammonium salt